OC=1C=CC(=NC1)COC=1C=CC2=C(N=C(O2)C=2C=CC(=NC2)C(=O)NC)C1 5-{5-[(5-hydroxypyridin-2-yl)methoxy]-1,3-benzoxazol-2-yl}-N-methylpyridine-2-carboxamide